ClC=1C=C(C=CC1N1N=CC=N1)NC(=O)C=1C=NN(C1C(F)(F)F)C=1C=CC=C2C=CN=CC12 N-(3-chloro-4-(2H-1,2,3-triazol-2-yl)phenyl)-1-(isoquinolin-8-yl)-5-(trifluoromethyl)-1H-pyrazole-4-carboxamide